1-methyl-N-(2-methyl-4-(4,4,5,5-tetramethyl-1,3,2-dioxaborolan-2-yl)phenyl)-1H-imidazole-5-carboxamide CN1C=NC=C1C(=O)NC1=C(C=C(C=C1)B1OC(C(O1)(C)C)(C)C)C